4-(5-((3',5'-dichloro-5-(methoxycarbonyl)-[1,1'-biphenyl]-3-yl)oxy)pyridin-2-yl)piperazine-1-carboxylic acid tert-butyl ester C(C)(C)(C)OC(=O)N1CCN(CC1)C1=NC=C(C=C1)OC=1C=C(C=C(C1)C(=O)OC)C1=CC(=CC(=C1)Cl)Cl